C(CCCCOC=1N=CC(=NC1)C(=O)N)OC=1N=CC(=NC1)C(=O)N 5,5'-(pentane-1,5-diylbis(oxy))bis(pyrazine-2-carboxamide)